N1N=CC2=CC=C(C=C12)S(=O)(=O)N1CC(C1)N(C1=CC=C(C=C1)O)C 4-((1-((1H-indazol-6-yl)sulfonyl)azetidin-3-yl)(methyl)amino)phenol